NC1=NC(=C(C=2N1N=C(N2)CN2N=NN=C2C2=NC=CC=C2)C2=CC=NC=C2)C=2C=C(C#N)C=CC2 3-(5-amino-2-((5-(pyridin-2-yl)-1H-tetrazol-1-yl)methyl)-8-(pyridin-4-yl)-[1,2,4]triazolo[1,5-c]pyrimidin-7-yl)benzonitrile